C(#N)C[C@H]1N(CC[C@@H](C1)OC1=NC(=NC(=C1)O[C@@H](C)[C@H]1N(CCC1)C)C1=NC(=NO1)C(C)(C)C1=CC=CC=C1)C(=O)OC(C)(C)C tert-Butyl (2R,4S)-2-(cyanomethyl)-4-({6-[(1S)-1-[(2S)-1-methylpyrrolidin-2-yl] ethoxy]-2-[3-(2-phenylpropan-2-yl)-1,2,4-oxadiazol-5-yl]pyrimidin-4-yl}oxy)piperidine-1-carboxylate